N-(6-(1-((3S,4S)-4-hydroxy-3-methyltetrahydrofuran-3-yl)piperidin-4-yl)-7-methylisoquinolin-3-yl)spiro[2.3]hexane-5-carboxamide O[C@H]1[C@@](COC1)(C)N1CCC(CC1)C=1C=C2C=C(N=CC2=CC1C)NC(=O)C1CC2(CC2)C1